tert-butyl 2-(6-((5-amino-7-(((S)-1-hydroxyhexan-3-yl)amino)-1H-pyrazolo[4,3-d]pyrimidin-1-yl)methyl)-5-methoxypyridin-3-yl)azepane-1-carboxylate NC=1N=C(C2=C(N1)C=NN2CC2=C(C=C(C=N2)C2N(CCCCC2)C(=O)OC(C)(C)C)OC)N[C@H](CCO)CCC